octaoctadecylethyleneoxycetyl alcohol C(CCCCCCCCCCCCCCCCC)C(C(C(C(C(OCCO)(CCCCCCCCCCCCCCCCCC)O)(CCCCCCCCCCCCCCCCCC)CCCCCCCCCCCCCCCCCC)(CCCCCCCCCCCCCCCCCC)CCCCCCCCCCCCCCCCCC)(CCCCCCCCCCCCCCCCCC)CCCCCCCCCCCCCCCCCC)CCCCCCCCCCC